NC=1C(=CC(=C(C(=O)N[C@H]2CN(CC[C@@H]2F)C(=O)OC(C)(C)C)C1)F)N[C@@H]1[C@H](C1)C(F)F tert-butyl (3S,4S)-3-(5-amino-4-(((1S,2S)-2-(difluoromethyl) cyclopropyl) amino)-2-fluorobenzamido)-4-fluoropiperidine-1-carboxylate